ClC=1C=C(C=C(C1)Cl)C1(CC(=NO1)C1=CC(=C(C(=O)NNC(C2=C(C=CC=C2C)C)=O)C=C1)C)C(F)(F)F 4-(5-(3,5-dichlorophenyl)-5-(trifluoromethyl)-4,5-dihydroisoxazol-3-yl)-N'-(2,6-dimethylbenzoyl)-2-methylbenzoyl-hydrazine